C1(CC1)C=1C=C(C=CC1)C=1C=C2C(=CNC2=CC1)NC(=O)NC 1-[5-(3-cyclopropylphenyl)-1H-indol-3-yl]-3-methylurea